C(C)(C)(C)OC(=O)N\C(=N/C(=O)OC(C)(C)C)\NC1=CC=C(C(=O)OC=2C=3N(C(=CC2)CC=2N=NNN2)N=CN3)C=C1 5-(2H-1,2,3,4-tetrazol-5-ylmethyl)-[1,2,4]triazolo[1,5-a]pyridin-8-yl 4-{[(1Z)-{[(tert-butoxy)carbonyl]amino}({[(tert-butoxy)carbonyl]imino})methyl]amino}benzoate